N-((1r,3R)-3-((8-cyanoquinolin-5-yl)oxy)-2,2,4,4-tetramethylcyclobutyl)-4-((2R,4R)-4-formyl-2-methylpiperidin-1-yl)benzamide C(#N)C=1C=CC(=C2C=CC=NC12)OC1C(C(C1(C)C)NC(C1=CC=C(C=C1)N1[C@@H](C[C@@H](CC1)C=O)C)=O)(C)C